COC(C1CCN(CC1)C1=CC(=C(C=C1)C1C(CCC2=CC(=CC=C12)O)C1=CC=CC=C1)F)OC [4-[4-(dimethoxymethyl)-1-piperidinyl]-2-fluoro-phenyl]-2-phenyl-tetrahydronaphthalen-6-ol